(E)-(3-(3-(naphthalen-2-yl)-1-phenyl-1H-pyrazol-4-yl)acryloyl)-L-threonine C1=C(C=CC2=CC=CC=C12)C1=NN(C=C1/C=C/C(=O)N[C@@H]([C@H](O)C)C(=O)O)C1=CC=CC=C1